C(C1=CC=CC=C1)OC1=NC(=CC=C1C1=NN(C2=CC(=CC=C12)N[C@@H]1CN(CCC1)C(=O)OC(C)(C)C)C)OCC1=CC=CC=C1 tert-butyl (S)-3-((3-(2,6-bis(benzyloxy)pyridin-3-yl)-1-methyl-1H-indazol-6-yl)amino)piperidine-1-carboxylate